6-iodo-1-hexyne ICCCCC#C